5-([1,2,4]triazolo[4,3-a]pyridin-7-yl)-2,3-dihydro-1H-inden-4-amine N=1N=CN2C1C=C(C=C2)C2=C(C=1CCCC1C=C2)N